N-(4,4-dimethyl-1,4-azasilinan-1-yl)-4,6-difluoro-1H-indole-2-carboxamide C[Si]1(CCN(CC1)NC(=O)C=1NC2=CC(=CC(=C2C1)F)F)C